C(C)(C)(C)C1=C(C=C(C(=N1)N1CCC(CCC1)(F)F)C(=O)O)C 6-Tert-butyl-2-(4,4-difluoroazepan-1-yl)-5-methyl-pyridine-3-carboxylic acid